N-(3-chloro-2-fluorobenzyl)-2-(((cis)-4-hydroxycyclohexyl)amino)acetamide ClC=1C(=C(CNC(CN[C@@H]2CC[C@@H](CC2)O)=O)C=CC1)F